FC1(CCC(CC1)N[C@@H]1[C@H](OCCC1)CC=1C(=C2CN(C(C2=CC1)=O)C1C(NC(CC1)=O)=O)F)F 3-(5-(((2R,3S)-3-((4,4-difluorocyclohexyl)amino)tetrahydro-2H-pyran-2-yl)methyl)-4-fluoro-1-oxoisoindolin-2-yl)piperidine-2,6-dione